1,3-Dithiole-2-thione S1C(SC=C1)=S